2,2-bis(4-mercaptophenyl)propane SC1=CC=C(C=C1)C(C)(C)C1=CC=C(C=C1)S